N-[2-(4-bromo-2-chloro-phenyl)-2,2-difluoro-ethyl]-6-chloro-3-(2,3-difluorophenoxy)pyridazine-4-carboxamide BrC1=CC(=C(C=C1)C(CNC(=O)C1=C(N=NC(=C1)Cl)OC1=C(C(=CC=C1)F)F)(F)F)Cl